ClC=1C(=C(C=CC1)NC=1C2=C(N=C(N1)NC)C=C(C=N2)CN2CC(CC2)O)C 1-((4-((3-chloro-2-methylphenyl)amino)-2-(methylamino)pyrido[3,2-d]pyrimidin-7-yl)methyl)pyrrolidin-3-ol